3-methylideneoxolane-2,5-dione C=C1C(OC(C1)=O)=O